BrCCCCCCOC1=CC=C(C(=O)O)C=C1 4-(6-bromohexyloxy)benzoic acid